ClC=1C=C(C=C(C1C1=C2C=NNC2=CC=C1C)F)C1=NN=C2N1CCN(C2)C(C=C)=O 1-(3-(3-chloro-5-fluoro-4-(5-methyl-1H-indazol-4-yl)phenyl)-5,6-dihydro-[1,2,4]triazolo[4,3-a]pyrazin-7(8H)-yl)prop-2-en-1-one